C(CCCCCCCC=C)N(C(CCCCCCCN(C1CCC(CC1)O)CCCCCCCC(=O)N(CCCCCCCCCC)CCCCCCCCCC)=O)CCCCCCCCC=C N,N-di(dec-9-en-1-yl)-8-((8-(didecyl-amino)-8-oxooctyl)-((1S,4S)-4-hydroxy-cyclohexyl)amino)-octanamide